C(CCCCCCCCCCCCC)C(C(=O)O)N(CC)CC myristyl-diethylaminoacetic acid